(3R)-3-{[2-(1-methyl-1H-1,2,3-triazol-4-yl)[1,2,4]triazolo[1,5-c]quinazolin-5-yl]amino}azepan-2-one CN1N=NC(=C1)C1=NN2C(=NC=3C=CC=CC3C2=N1)N[C@H]1C(NCCCC1)=O